[Ge].[Ti].[Au] gold-titanium-germanium